5-cyclobutylpyridin-3-amine C1(CCC1)C=1C=C(C=NC1)N